CN1CCC(CC1)S(=O)(=O)C#CC1=CC=C(OC2=C(N=NN2)C(=O)O)C=C1 5-(4-(((1-methylpiperidin-4-yl)sulfonyl)ethynyl)phenoxy)-1H-1,2,3-triazole-4-carboxylic acid